C(CC)C(CC)S(=O)(=O)[O-].[Na+] sodium 1-propyl-1-propanesulfonate